endo-(1R,5S,7s)-3-oxa-9-azabicyclo[3.3.1]nonan-7-ol hydrochloride Cl.[C@H]12COC[C@H](CC(C1)O)N2